5-acetyl-2-cyclopropyl-6-methyl-4-(thieno[2,3-b]pyridin-3-yl)-1,4-dihydropyridine-3-carboxylic acid methyl ester COC(=O)C1=C(NC(=C(C1C1=CSC2=NC=CC=C21)C(C)=O)C)C2CC2